2-chloro-N-[2-(1H-indoL-3-yl)ethyl]-8-isopropyl-6,7-dihydropyrimido[5,4-b][1,4]oxazin-4-amine ClC=1N=C(C=2OCCN(C2N1)C(C)C)NCCC1=CNC2=CC=CC=C12